ClC1=NC=C(C(=N1)C=1C=CC(=C(OCCCCOC=2C=C(C[S@](=O)(C)=NC(OC(C)(C)C)=O)C=C(C2)[N+](=O)[O-])C1)F)F |r| (rac)-tert-butyl [(3-{4-[5-(2-chloro-5-fluoropyrimidin-4-yl)-2-fluorophenoxy]butoxy}-5-nitrobenzyl)(methyl)oxido-λ6-sulfanylidene]carbamate